2-[4-[3-[[5-[(2R)-2-(2,5-difluorophenyl)pyrrolidin-1-yl]pyrazolo[1,5-a]pyrimidine-3-carbonyl]amino]propyl]phenyl]acetic acid hydrochloride Cl.FC1=C(C=C(C=C1)F)[C@@H]1N(CCC1)C1=NC=2N(C=C1)N=CC2C(=O)NCCCC2=CC=C(C=C2)CC(=O)O